nickel cobalt manganese iron salt [Fe].[Mn].[Co].[Ni]